3-(2-((5-Nitrothiazol-2-yl)carbamoyl)phenyl)propanoic acid [N+](=O)([O-])C1=CN=C(S1)NC(=O)C1=C(C=CC=C1)CCC(=O)O